tert-butyl 3-methoxy-3-((tosyloxy)methyl)azetidine-1-carboxylate COC1(CN(C1)C(=O)OC(C)(C)C)COS(=O)(=O)C1=CC=C(C)C=C1